3-(3-chloro-5-ethylphenyl)-1-[(1-methyl-1H-pyrazol-4-yl)(oxan-4-yl)sulfamoyl]urea sodium salt [Na].ClC=1C=C(C=C(C1)CC)NC(NS(N(C1CCOCC1)C=1C=NN(C1)C)(=O)=O)=O